5-(4,5-Dichloro-2-methyl-3-{[(1S)-1-(piperidin-4-yl)ethyl]amino}phenyl)-1,3,4-oxadiazol-2(3H)-one ClC1=C(C(=C(C=C1Cl)C1=NNC(O1)=O)C)N[C@@H](C)C1CCNCC1